2-(4-(tert-butyl)phenyl)-N-((5-(2,6-dioxopiperidin-3-yl)-4-oxo-5,6-dihydro-4H-thieno[3,4-c]pyrrol-1-yl)methyl)-3,3,3-trifluoropropanamide C(C)(C)(C)C1=CC=C(C=C1)C(C(=O)NCC=1SC=C2C1CN(C2=O)C2C(NC(CC2)=O)=O)C(F)(F)F